3-(3',3'-dimethyl-6-nitrospiro[chromene-2,2'-indolin]-1'-yl)propanoic acid CC1(C2(N(C3=CC=CC=C13)CCC(=O)O)OC1=CC=C(C=C1C=C2)[N+](=O)[O-])C